7-fluoro-6-nitro-N-(quinolin-6-yl)quinazolin-4-amine FC1=C(C=C2C(=NC=NC2=C1)NC=1C=C2C=CC=NC2=CC1)[N+](=O)[O-]